CC12CC(C1)(C2)NC(C)=O N-(3-methylbicyclo[1.1.1]pentan-1-yl)acetamide